N-[(3-methoxyphenyl)methyl]-6-methyl-4-[(1-methylcyclopropyl)amino]furo[2,3-d]pyrimidine-5-carboxamide COC=1C=C(C=CC1)CNC(=O)C1=C(OC=2N=CN=C(C21)NC2(CC2)C)C